(S)-1-(4-(5-(8-methoxy-[1,2,4]triazolo[1,5-a]pyridin-6-yl)-4-(2,2,2-trifluoroethyl)-1H-pyrazol-3-yl)phenyl)-N-methylethan-1-amine COC=1C=2N(C=C(C1)C1=C(C(=NN1)C1=CC=C(C=C1)[C@H](C)NC)CC(F)(F)F)N=CN2